Di-tert-butyl (6-((2-hydroxyethyl)amino)-6-oxohexane-1,5-diyl)dicarbamate OCCNC(C(CCCCNC(OC(C)(C)C)=O)NC(OC(C)(C)C)=O)=O